pentylthiazole C(CCCC)C=1SC=CN1